N-benzyl-aspartate C(C1=CC=CC=C1)N[C@@H](CC(=O)[O-])C(=O)[O-]